1-(5,6-difluoro-1H-indol-3-yl)-2-(dimethylamino)ethan-1-one FC=1C=C2C(=CNC2=CC1F)C(CN(C)C)=O